5-fluoro-8-(4-fluorophenyl)-9-(5,5-dimethyl-2,4-imidazolinedione-3-yl)-8,9-dihydro-2H-pyrido[4,3,2-de]phthalazine-3(7H)-one-7-carboxylic acid tert-butyl ester C(C)(C)(C)OC(=O)N1C(C(C2=NNC(C=3C=C(C=C1C23)F)=O)N2C(NC(C2=O)(C)C)=O)C2=CC=C(C=C2)F